cobalt (ethylacetoacetate) C(C)CC(CC(=O)[O-])=O.[Co+2].C(C)CC(CC(=O)[O-])=O